5-chloro-6-methylnicotinamide ClC=1C(=NC=C(C(=O)N)C1)C